CSC1=CC=CC=C1 p-methylmercaptobenzene